NC=1C=NN(C1)C1CCC(CC1)CO (4-(4-amino-1H-pyrazol-1-yl)cyclohexyl)methanol